C[C@]12CC[C@H]([C@H]([C@@H]1CCC2=O)CCC(=O)O)O The molecule is a dioxo monocarboxylic acid that consists of hydrindane bearing oxo and hydroxy substituents at positions 1 and 5 respectively as well as a 2-carboxyethyl substituent at position 4 (the 3aS,4S,5R,7aS diastereomer). It has a role as a bacterial metabolite. It is a carbobicyclic compound, a 5-hydroxy monocarboxylic acid, an alicyclic ketone, an oxo monocarboxylic acid and a secondary alcohol. It is a conjugate acid of a 3-[(3aS,4S,5R,7aS)-5-hydroxy-7a-methyl-1,5-dioxo-octahydroinden-4-yl]propanoate. It derives from a hydride of a hydrindane.